2-(4-aminopiperidin-1-yl)-N-(2-(3-(cyclopropylamino)-1H-pyrazol-1-yl)benzyl)-9-isopropyl-9H-purin-6-amine NC1CCN(CC1)C1=NC(=C2N=CN(C2=N1)C(C)C)NCC1=C(C=CC=C1)N1N=C(C=C1)NC1CC1